OC1=NC(N(C2=CC(=CC=C12)C(F)(F)F)C(C)C=1N=CN(C1)COCC[Si](C)(C)C)=O 4-hydroxy-7-(trifluoromethyl)-1-(1-(1-((2-(trimethylsilyl)ethoxy)methyl)-1H-imidazol-4-yl)ethyl)quinazolin-2(1H)-one